6-fluoro-5-nitro-1H-indazole-7-carboxylic acid methyl ester COC(=O)C=1C(=C(C=C2C=NNC12)[N+](=O)[O-])F